C(C1=CC=CC=C1)OCCOCCOCCOC=1C=C(C(=O)O)C=C(C1OCCOCCOCCOCC1=CC=CC=C1)OCCOCCOCCOCC1=CC=C(C=C1)OC 3,4-Bis(2-(2-(2-(benzyloxy)ethoxy)ethoxy)ethoxy)-5-(2-(2-(2-((4-methoxybenzyl)oxy)ethoxy)ethoxy)ethoxy)benzoic acid